BrC1=CC(=C(C=C1)N1C(NC(CC1)=O)=O)F 1-(4-bromo-2-fluoro-phenyl)hexahydropyrimidine-2,4-dione